[Na+].C(CCCCCCCCCCCCCCC)(=O)OC[C@@H](OC(CCCCCCCCCCCCCCC)=O)COP(=O)([O-])[O-].[Na+] 1,2-dipalmitoyl-sn-glycero-3-phosphate sodium salt